t-Butyl 4-[4-[3-cyano-4-(2-cyanophenyl)sulfanyl-pyrazolo[1,5-a]pyridin-6-yl]-5-methyl-pyrazol-1-yl]piperidine-1-carboxylate C(#N)C=1C=NN2C1C(=CC(=C2)C=2C=NN(C2C)C2CCN(CC2)C(=O)OC(C)(C)C)SC2=C(C=CC=C2)C#N